tert-butyl ((R)-6-(4-((1-(tert-butyl)-3-((1S,3R)-3-((tert-butyldimethylsilyl)oxy) cyclopentyl)-1H-pyrazol-5-yl)amino)pyridin-2-yl)hex-5-yn-2-yl)carbamate C(C)(C)(C)N1N=C(C=C1NC1=CC(=NC=C1)C#CCC[C@@H](C)NC(OC(C)(C)C)=O)[C@@H]1C[C@@H](CC1)O[Si](C)(C)C(C)(C)C